(S)-3-(1H-pyrazol-1-yl)piperidine, hydrochloride Cl.N1(N=CC=C1)[C@@H]1CNCCC1